OS(=O)(=O)C(F)(F)F.C(=C)N1CN(C=C1)CC 1-vinyl-3-ethylimidazole triflate salt